Tricontanoic acid C(CCCCCCCCCCCCCCCCCCCCCCCCCCCCC)(=O)O